2-(1H-imidazol-2-yl)pyridine N1C(=NC=C1)C1=NC=CC=C1